N-(3-phenyl-1-(pyridin-2-yl)-1H-pyrazol-5-yl)acetamide C1(=CC=CC=C1)C1=NN(C(=C1)NC(C)=O)C1=NC=CC=C1